tert-butyl 9-(1-(4-(4-chloro-7H-pyrrolo[2,3-d]pyrimidin-6-yl) phenyl)-2-methylpropan-2-yl)-3,9-diazaspiro[5.5]undecane-3-carboxylate ClC=1C2=C(N=CN1)NC(=C2)C2=CC=C(C=C2)CC(C)(C)N2CCC1(CCN(CC1)C(=O)OC(C)(C)C)CC2